C(C)(C)(C)C1N(CCC(C1)COC1=C(C=C(C=C1B1OC(C(O1)(C)C)(C)C)Cl)C)C(=O)[O-].C12=CC=C(N1)C=C1C=CC(=N1)C=C1C=CC(N1)=CC=1C=CC(N1)=C2.[Ir+3].C(C)(C)(C)C2N(CCC(C2)COC2=C(C=C(C=C2B2OC(C(O2)(C)C)(C)C)Cl)C)C(=O)[O-].C(C)(C)(C)C2N(CCC(C2)COC2=C(C=C(C=C2B2OC(C(O2)(C)C)(C)C)Cl)C)C(=O)[O-] Iridium Porphyrin tert-butyl-4-((4-chloro-2-methyl-6-(4,4,5,5-tetramethyl-1,3,2-dioxaborolan-2-yl)phenoxy)methyl)piperidine-1-carboxylate